C1(CC1)[C@@H](C(=O)N1[C@@H]([C@H]2C([C@H]2C1)(C)C)C(=O)O)NC(C(F)F)=O (1R,2S,5S)-3-((S)-2-cyclopropyl-2-(2,2-difluoroacetamido)acetyl)-6,6-dimethyl-3-azabicyclo[3.1.0]hexane-2-carboxylic acid